FC=1C(=C(C=C2CCN(CC12)CCC=1C=NC=NC1)O)N1CC(NS1(=O)=O)=O 5-{8-fluoro-6-hydroxy-2-[2-(pyrimidin-5-yl)ethyl]-1,2,3,4-tetrahydroisoquinolin-7-yl}-1λ6,2,5-thiadiazolidine-1,1,3-trione